1-({3,4-difluoro-2-[(2-fluoro-4-iodophenyl)amino]phenyl}carbonyl)-3-[(1H-1,2,4-triazol-3-ylamino)methyl]azetidin-3-ol FC=1C(=C(C=CC1F)C(=O)N1CC(C1)(O)CNC1=NNC=N1)NC1=C(C=C(C=C1)I)F